3-(1-methoxycyclopropyl)-5-(trifluoromethyl)benzoic acid COC1(CC1)C=1C=C(C(=O)O)C=C(C1)C(F)(F)F